4,4-dihydroxy-8-{(1-(pyrrolidine-3-carbonyl)azetidin-3-yl)oxy}-5-oxa-4-boranuidabicyclo[4.4.0]deca-1(6),7,9-triene-7-carboxylic acid disodium salt [Na+].[Na+].O[B-]1(CCC=2C=CC(=C(C2O1)C(=O)O)OC1CN(C1)C(=O)C1CNCC1)O.O[B-]1(CCC=2C=CC(=C(C2O1)C(=O)O)OC1CN(C1)C(=O)C1CNCC1)O